4,4'-Dimethoxy-N-(5-oxo-5,6,7,8-tetrahydro-1,6-naphthyridin-3-yl)-[1,1'-biphenyl]-3-sulfonamide COC1=C(C=C(C=C1)C1=CC=C(C=C1)OC)S(=O)(=O)NC=1C=NC=2CCNC(C2C1)=O